F\C(\C(=O)NC=1C=C2C(=NC=NC2=CC1OC)NC1=CC(=C(OC2=CC=C(C(=O)N(C)C)C=C2)C=C1OC)C)=C\[C@@H]1N(CCC1)C (R,E)-4-(4-((6-(2-fluoro-3-(1-methylpyrrolidin-2-yl)acrylamido)-7-methoxyquinazolin-4-yl)amino)-5-methoxy-2-methylphenoxy)-N,N-dimethylbenzamide